1-(3-hydroxy-4-methoxybenzyl)piperidine-4-carboxamide OC=1C=C(CN2CCC(CC2)C(=O)N)C=CC1OC